COC=1C=C2CCN3[C@@H](C2=CC1OC)C[C@H]([C@@H](C3)CC(C)C)COC([2H])([2H])[2H] (2R,3S,11bR)-9,10-dimethoxy-2-[(2H3)methoxymethyl]-3-(2-methylpropyl)-1H,2H,3H,4H,6H,7H,11bH-pyrido[2,1-a]isoquinoline